C1(=CC=CCC1)C=1C=NN(C1)C1=C(C=CC=C1)O 2-[4-(cyclohex-1,3-dien-1-yl)1H-pyrazolyl]phenol